(6-(3-methyl-2-oxoimidazolin-1-yl)-2-azabicyclo[2.2.2]oct-2-yl)-5-((4-(piperidin-4-yl)phenyl)amino)-1,2,4-triazine-6-carboxamide CN1C(N(CC1)C1CC2CN(C1CC2)C=2N=NC(=C(N2)NC2=CC=C(C=C2)C2CCNCC2)C(=O)N)=O